C(C)OC(=O)C=1SC2=C(C1C)C=C(C=C2)S(N(CCC2=CC=C(C=C2)C)C2=C(C=CC=C2)N2CCN(CC2)C(=O)C=2SC=CC2Br)(=O)=O 5-(N-(2-(4-(3-bromothiophene-2-carbonyl)piperazin-1-yl)phenyl)-N-(4-methylphenylethyl)sulfamoyl)-3-methylbenzothiophene-2-carboxylic acid ethyl ester